C(#N)C=1C=CC(=NC1)N1CCN(CC1)CC1=CC(=NO1)NC(=O)NCC 1-(5-((4-(5-cyanopyridin-2-yl)piperazin-1-yl)methyl)isoxazol-3-yl)-3-ethylurea